C(C)(C)OC(N[C@H]1C[C@H](CC1)C1=CC(=NN1)NC1=NN(C(C=C1)=O)C)=O (1R,3S)-3-(3-((1-methyl-6-oxo-1,6-dihydropyridazin-3-yl)amino)-1H-pyrazol-5-yl)cyclopentyl-carbamic acid isopropyl ester